C(C)(C)N1C(=NC(=C1)C(F)(F)F)C1=CC=C(C=N1)CN(C(OC(C)(C)C)=O)C tert-butyl ((6-(1-isopropyl-4-(trifluoromethyl)-1H-imidazol-2-yl)pyridin-3-yl)methyl)(methyl)carbamate